6-methoxy-1H-indole-3-carboxylic acid COC1=CC=C2C(=CNC2=C1)C(=O)O